1-(4-fluorophenyl)-5-(1-isobutyl-4-((4-methyl-4H-1,2,4-triazol-3-yl)sulfonyl)piperazin-2-yl)-6-methyl-1H-indazole FC1=CC=C(C=C1)N1N=CC2=CC(=C(C=C12)C)C1N(CCN(C1)S(=O)(=O)C1=NN=CN1C)CC(C)C